OC1=C(C(=CC(=C1)OC)OC)C(\C=C\C1=C(C(=C(C=C1)OC)OC)OC)=O (E)-1-(2-hydroxy-4,6-dimethoxyphenyl)-3-(2,3,4-trimethoxyphenyl)prop-2-en-1-one